C1(=CC=C(C=2C(=CC=C(C12)O)O)O)O 1,4,5,8-naphthalenetetraol